FC1C(=C2C(=NC=C(C2(N[C@H]2CO[C@@H](CC2)CO)C2=C(C=CC=C2)OC2=NC=CC=C2F)OC)N1)C=O 2-fluoro-4-((3-fluoropyridin-2-yloxy)phenyl)(4-(((3R,6S)-6-(hydroxymethyl)tetrahydro-2H-pyran-3-yl)amino)-5-methoxy-1H-pyrrolo[2,3-b]pyridin-3-yl)methanone